(R)-methyl 6-((3,4-dichlorophenyl)sulfonyl)-1-(3,4-difluorophenyl)-4,4a,5,6,7,8-hexahydro-1H-pyrazolo[3,4-g]isoquinoline-4a-carboxylate ClC=1C=C(C=CC1Cl)S(=O)(=O)N1C[C@]2(CC3=C(C=C2CC1)N(N=C3)C3=CC(=C(C=C3)F)F)C(=O)OC